ClC1=C(C(=C(N=N1)SC1=C(C(=CC=C1)C1CC1)F)C(=O)NCC(F)(F)C1=C(C=C(C=C1)C)C)C 6-chloro-3-[(3-cyclopropyl-2-fluorophenyl)thio]-N-[2-(2,4-dimethylphenyl)-2,2-difluoroethyl]-5-methylpyridazine-4-carboxamide